C1(=CC(=CC=C1)C1=NC=CC=C1C=1C=CC=2N(C1)C(=CN2)N)C 6-(2-(m-tolyl)pyridin-3-yl)imidazo[1,2-a]pyridin-3-amine